Dimethylhafnium [2',2'''-(4-(methoxy)pyridine-2,6-diyl)bis(4'-isopropyl-5-methyl-3-((3r,5r,7r)-3,5,7-trimethyladamantan-1-yl)-[1,1'-biphenyl]-2-olate)] COC1=CC(=NC(=C1)C1=C(C=CC(=C1)C(C)C)C=1C(=C(C=C(C1)C)C12CC3(CC(CC(C1)(C3)C)(C2)C)C)[O-])C2=C(C=CC(=C2)C(C)C)C=2C(=C(C=C(C2)C)C23CC1(CC(CC(C2)(C1)C)(C3)C)C)[O-].C[Hf+2]C